1-butyl-3-methylimidazolium bis(trifluoromethane)sulfonimide [N-](S(=O)(=O)C(F)(F)F)S(=O)(=O)C(F)(F)F.C(CCC)N1C=[N+](C=C1)C